(1r,3r)-3-(((((9H-fluoren-9-yl)methoxy)carbonyl)amino)methyl)cyclobutanecarboxylic acid C1=CC=CC=2C3=CC=CC=C3C(C12)COC(=O)NCC1CC(C1)C(=O)O